COC(=O)CCOC(=O)C1=C(C=2C(C3=CC=CC=C3SC2C=C1C(=O)OCC)=O)OCC 2-methoxycarbonyl-ethoxycarbonyl-3-ethoxycarbonyl-ethoxythioxanthone